4-(3-thienyl)-3-butyn-2-one O-benzyl oxime C(C1=CC=CC=C1)ON=C(C)C#CC1=CSC=C1